4-(3-chlorophenyl)-5-phenyl-2-(3-thienylmethyl)imidazole ClC=1C=C(C=CC1)C=1N=C(NC1C1=CC=CC=C1)CC1=CSC=C1